C(C)(C)(C)P(CCCC)C(C)(C)C Di-tert-butyl(n-butyl)phosphin